FC([C@H](O)[C@]1(NCCC1)C)(F)F (1R)-2,2,2-trifluoro-1-[(2S)-2-methylpyrrolidin-2-yl]ethanol